CC1=CSC2=C1N=CN=C2N2CCC(CC2)NCCCC2=CC(=CC=C2)C(F)(F)F 1-(7-Methylthieno[3,2-d]pyrimidin-4-yl)-N-(3-(3-(trifluoromethyl)phenyl)propyl)piperidin-4-amine